(R)-5-((4-bromophenyl)sulfonyl)-6-hydroxy-2-isopentyl-3-(2-methoxy-1-phenylethyl)pyrimidin-4(3H)-one BrC1=CC=C(C=C1)S(=O)(=O)C=1C(N(C(=NC1O)CCC(C)C)[C@@H](COC)C1=CC=CC=C1)=O